4-[2-(4-fluorophenyl)-5-{octahydropyrrolo[3,4-c]Pyrrol-2-yl}-3H-imidazo[4,5-b]Pyridine-3-yl]pyridine FC1=CC=C(C=C1)C1=NC=2C(=NC(=CC2)N2CC3CNCC3C2)N1C1=CC=NC=C1